C(C)OC(=O)C1=CC(=NN1)C(CCO)C1=CC=CC=C1 3-(3-hydroxy-1-phenylpropyl)-1H-pyrazole-5-carboxylic acid ethyl ester